nonyl 8-((6-((6,6-bis(hept-3-yn-1-yloxy)hexanoyl)oxy)hexyl)(2-hydroxyethyl)amino)octanoate C(CC#CCCC)OC(CCCCC(=O)OCCCCCCN(CCCCCCCC(=O)OCCCCCCCCC)CCO)OCCC#CCCC